2,4-Decadienal C(C=CC=CCCCCC)=O